BrC1=C2C=CC=NC2=CN=C1 5-bromo-1,7-naphthyridine